2-(2,6-dichloro-4-pyridinyl)propan-2-amine ClC1=NC(=CC(=C1)C(C)(C)N)Cl